(R)-3-amino-1-(4-bromophenyl)azetidin-2-one N[C@H]1C(N(C1)C1=CC=C(C=C1)Br)=O